(3E)-12-bromo-3-dodecen-1-ol BrCCCCCCCC/C=C/CCO